C(C)N(CC)C1=C(C(OC2=CC=CC=C12)=O)C(=O)O diethylamino-coumarin-3-carboxylic acid